COC(CCC1OCCO1)=O 3-(1,3-dioxolan-2-yl)-propionic acid methyl ester